C(/C1=CC=CC=C1)=C\1/CN(C\C(\C1=O)=C/C1=CC=CC=C1)CCC 3,5-di((E)-benzylidene)-1-propylpiperidine-4-one